(2R)-1-(benzyloxy)-3-[5-(3,6-dihydro-2H-pyran-4-yl)pyridin-2-yl]propan-2-yl (2S)-2-[[(tert-butoxy)carbonyl](methyl)amino]-4-fluoro-4-methylpentanoate C(C)(C)(C)OC(=O)N([C@H](C(=O)O[C@@H](COCC1=CC=CC=C1)CC1=NC=C(C=C1)C=1CCOCC1)CC(C)(C)F)C